COC=1C=C(C=CC1OC)\N=C\1/CC(CC=2NC(CSC21)C(=O)OCC)(C)C Ethyl (8E)-8-(3,4-dimethoxyphenyl)imino-6,6-dimethyl-3,4,5,7-tetrahydro-2H-1,4-benzothiazine-3-carboxylate